N(=NC(=O)OCC1=CC=C(C=C1)Cl)C(=O)OCC1=CC=C(C=C1)Cl di-(4-chlorobenzyl) azodicarboxylate